N-[4-[[1-(2-aminoacetyl)azetidin-3-yl]carbamoyl]-3-chloro-phenyl]-5-(2,3-difluoro-4-methoxyphenyl)-1-methyl-imidazole-2-carboxamide NCC(=O)N1CC(C1)NC(=O)C1=C(C=C(C=C1)NC(=O)C=1N(C(=CN1)C1=C(C(=C(C=C1)OC)F)F)C)Cl